CC1OC(C(O1)C(=O)[O-])C(=O)[O-] 2-methyl-1,3-dioxolane-4,5-dicarboxylate